FC(C(=O)O)(F)F.N[C@@H](C)C(=O)N[C@@H](CC1=CNC=N1)C(=O)O alanyl-L-histidine trifluoroacetate salt